N1(CCCC1)C1=CC(=C2CNC(C2=C1)=O)C(F)(F)F 6-(pyrrolidin-1-yl)-4-(trifluoromethyl)isoindolin-1-one